C(=O)(O)C(CCCCCNC(CCCN(C)C)=O)F N-(6-carboxy-6-fluorohexyl)-4-(dimethylamino)butyramide